CC1([C@H]2CC=C([C@@H]1C2)C(CCC=C)=O)C ((1R,5S)-6,6-dimethylbicyclo[3.1.1]hept-2-en-2-yl)pent-4-en-1-one